N-(2-aminoethyl)-N-(2-(4-oxo-2-thioxo-3,4-dihydropyrimidin-1(2H)-yl)acetyl)-D-serine NCCN([C@H](CO)C(=O)O)C(CN1C(NC(C=C1)=O)=S)=O